ClC=1C=C(C=CC1F)NC(N(C)[C@H](C)C1=CNC(C2=C(C=C(C=C12)F)F)=O)=O (R)-3-(3-chloro-4-fluorophenyl)-1-(1-(6,8-difluoro-1-oxo-1,2-dihydroisoquinolin-4-yl)ethyl)-1-methylurea